N(=[N+]=[N-])[C@@H]1[C@H]([C@@H](SC2=CC3=C(N=CS3)C=C2C#N)O[C@@H]([C@@H]1O)CO)OC 5-cyano-1,3-benzothiazol-6-yl 3-azido-3-deoxy-2-O-methyl-1-thio-α-D-galactopyranoside